N1CC(C1)N1CC2=CN=CC=C2CC1 2-(azetidin-3-yl)-1,2,3,4-tetrahydro-2,7-naphthyridine